3-bromo-5-chloro-2-fluoroaniline BrC=1C(=C(N)C=C(C1)Cl)F